FC1=CC=C(C=C1)C1=C(OC=C1)C(=O)NC1=CC(=C(C=C1)C)NC1=NC=CC=C1C1=C2N=CN(C2=NC=N1)C1OCCCC1 3-(4-fluorophenyl)-N-[4-methyl-3-[[3-(9-tetrahydropyran-2-ylpurin-6-yl)-2-pyridyl]amino]phenyl]furan-2-carboxamide